(3R)-1-[7-[2-Fluoro-4-(trifluoromethyl)phenoxy]-2-azaspiro[3.5]nonane-2-carbonyl]pyrrolidine-3-carboxamide FC1=C(OC2CCC3(CN(C3)C(=O)N3C[C@@H](CC3)C(=O)N)CC2)C=CC(=C1)C(F)(F)F